2-{[4-(4-fluorophenyl)-6-octylquinolin-2-yl](methyl)amino}acetic acid FC1=CC=C(C=C1)C1=CC(=NC2=CC=C(C=C12)CCCCCCCC)N(CC(=O)O)C